3-hydroxy-2-isopropyl-5-(quinolin-3-yl)phenyl hydrogen sulfate S(=O)(=O)(OC1=C(C(=CC(=C1)C=1C=NC2=CC=CC=C2C1)O)C(C)C)O